N,N-Dimethyldecylamine CN(C)CCCCCCCCCC